N1=NN(C2=NC=CC=C21)C2=CC=C(C(=O)N(C1CNCC1)C1=NC=CC=C1Cl)C=C2 4-(3H-[1,2,3]triazolo[4,5-b]pyridin-3-yl)-N-(3-chloropyridin-2-yl)-N-(pyrrolidin-3-yl)benzamide